CC1=C(C=CC=C1C(F)(F)F)C(C)C1=NN=C(C2=CC(=CC=C12)OC1COC1)N (1-(2-methyl-3-(trifluoromethyl)phenyl)ethyl)-7-(oxetan-3-yloxy)phthalazin-1-amine